N-ethyl-N-(β-hydroxyethyl)m-toluidine C(C)N(C1=CC(=CC=C1)C)CCO